3-{3-[(2-Cyclopentyl-1-oxoisoindolin-5-yloxy)methyl]phenyl}-2-methylbenzoic acid C1(CCCC1)N1C(C2=CC=C(C=C2C1)OCC=1C=C(C=CC1)C=1C(=C(C(=O)O)C=CC1)C)=O